zirconium (IV) Zirconium [Zr+4].[Zr+4]